COC(=O)C=1C(N(N=C(C1)C1=CC=C(C=C1)N(C)C)C=1C=NN(C1)C)=O 6-[4-(dimethylamino)phenyl]-2-(1-methyl-1H-pyrazol-4-yl)-3-oxo-2,3-dihydropyridazine-4-carboxylic acid methyl ester